4-[3(E)-penten-1-yl]benzoic acid 4-cyano-phenyl ester C(#N)C1=CC=C(C=C1)OC(C1=CC=C(C=C1)CC\C=C\C)=O